FC=1C(=C(C(=O)NOC(C)C)C=C(C1F)CC1=C(C(=NC=C1)S(NC1(CCC1)C)(=O)=O)F)NC1=C(C=C(C=C1)I)F 3,4-difluoro-2-(2-fluoro-4-iodoanilino)-5-[[3-fluoro-2-[(1-methylcyclobutyl)sulfamoyl]pyridin-4-yl]methyl]-N-propan-2-yloxybenzamide